C1(=CC(=CC=C1)C=1CCN(CC1C)CC1=CC=CC=C1)C1=CC=CC=C1 4-([1,1'-biphenyl]-3-yl)-1-benzyl-5-methyl-1,2,3,6-tetrahydropyridine